2-[[4-[1-methyl-4-(4-pyridinyl)pyrazol-3-yl]phenoxy]methyl]-4-piperazin-1-yl-quinazoline CN1N=C(C(=C1)C1=CC=NC=C1)C1=CC=C(OCC2=NC3=CC=CC=C3C(=N2)N2CCNCC2)C=C1